ClC=1C(=CC(=C(C1)NC1=NC=NC2=CC(=C(C=C12)NC(C=CCN(C)C)=O)OC)C(C)(C)O)OCC1=CC(=CC=C1)F N-(4-((5-chloro-4-((3-fluorobenzyl)oxy)-2-(2-hydroxypropan-2-yl)phenyl)amino)-7-methoxyquinazolin-6-yl)-4-(dimethylamino)but-2-enamide